tetramethyl-phosphine fluorine [F].CP(C)(C)C